ClC=1C=C(C=CC1Cl)CC(=O)N(CC1COC1)C[C@H](C=1C=NC=CC1)O 2-(3,4-dichlorophenyl)-N-[(2S)-2-hydroxy-2-(3-pyridyl)ethyl]-N-(oxetan-3-ylmethyl)acetamide